FC(C(=O)O)(F)F.NCC1(CCN(CC1)C1=C(C(=C(C(=N1)SC(C(=O)N)C1=CC=CC=C1)C#N)CC)C#N)O 2-((6-(4-(aminomethyl)-4-hydroxypiperidin-1-yl)-3,5-dicyano-4-ethylpyridin-2-yl)thio)-2-phenylacetamide trifluoroacetic acid salt